tert-butyl 4-bromo-1-methyl-1H-pyrazole-5-carboxylate BrC=1C=NN(C1C(=O)OC(C)(C)C)C